COC=1C=C2C(=NC=NC2=CC1OC)OC1=C2C=CC=C(C2=CC=C1)NC(=O)NC1=NOC(=C1)C(C)(C)C 1-(5-((6,7-dimethoxyquinazolin-4-yl)oxy)naphthalen-1-yl)-3-(5-t-butylisoxazol-3-yl)urea